1-Nonyl-3-Methylpyrrolium chlorid [Cl-].C(CCCCCCCC)[NH+]1C=C(C=C1)C